methyl 1,2,3-triazole-4-carboxylate N1N=NC(=C1)C(=O)OC